NC1=CC=C(C=C1)CNC=1C=2N(N=C(C1)N[C@@H](CO)CC)C(=NN2)C(C)C (2R)-2-[[8-[(4-aminophenyl)methylamino]-3-isopropyl-[1,2,4]triazolo[4,3-b]pyridazin-6-yl]amino]butan-1-ol